6-Chloro-7-fluoro-4-(2-methoxyethyl)-3,4-dihydro-2H-1,4-benzoxazine-8-carboxylic acid Ethyl-7-chloro-6-fluoro-4-(2-methoxyethyl)-2,3-dihydro-1,4-benzoxazine-8-carboxylate C(C)OC(=O)C1=C(C(=CC=2N(CCOC21)CCOC)F)Cl.ClC=2C(=C(C1=C(N(CCO1)CCOC)C2)C(=O)O)F